2-(1H-1,2,4-triazol-1-yl)ethan N1(N=CN=C1)CC